4-hydroxy-1-piperidinecarboxylic acid tert-butyl ester C(C)(C)(C)OC(=O)N1CCC(CC1)O